COC(C=CC=1OC2=C(N1)C=CC=C2C)=O 7-methylbenzoxazole-2-acrylic acid methyl ester